C(#N)[C@]1(CC12CC2)C=2C=C1C=C(N=CC1=CC2)NC(=O)[C@H]2C([C@@H]2C=2C=NN(C2)C)CC (1S,3S)-N-(6-((S)-1-cyanospiro[2.2]pentan-1-yl)isoquinolin-3-yl)-2-ethyl-3-(1-methyl-1H-pyrazol-4-yl)cyclopropane-1-carboxamide